N-[(4R,5S)-7-ethyl-3-methyl-6-oxo-1-phenyl-4-(1,2-thiazol-4-yl)-1H,4H,5H,6H,7H-pyrazolo[3,4-b]pyridin-5-yl]-3-(trifluoromethyl)benzamide C(C)N1C2=C([C@@H]([C@@H](C1=O)NC(C1=CC(=CC=C1)C(F)(F)F)=O)C=1C=NSC1)C(=NN2C2=CC=CC=C2)C